(E)-9-(4-methoxyphenyl)-2-(4-methoxybenzylidene)-9-oxononanoic acid methyl ester COC(/C(/CCCCCCC(=O)C1=CC=C(C=C1)OC)=C/C1=CC=C(C=C1)OC)=O